C(C)C1(CCC=2C1=NC(=CC2)NC2=NC(=NC=C2C#N)NC2=CC=C1C(=C2)CN(CC12CC2)C)O 4-[(7-ethyl-7-hydroxy-5,6-dihydrocyclopenta[b]pyridin-2-yl)amino]-2-[(2-methylspiro[1,3-dihydroisoquinoline-4,1'-cyclopropane]-7-yl)amino]pyrimidine-5-carbonitrile